2,3,11,11a-tetrahydro-1H-10-oxa-3a,4,6,9-tetraazanaphtho[1,8-ef]azulene C1CCN2N=CN=C3C2=C1C1CON=C1C=C3